5-(4-(Diphenylamino)phenyl)acenaphthene-1,2-dione C1(=CC=CC=C1)N(C1=CC=C(C=C1)C1=CC=C2C(C(C=3C=CC=C1C32)=O)=O)C3=CC=CC=C3